2-bromo-5-(trifluoromethyl)pyrazolo[1,5-a]pyrimidin-7-ol BrC1=NN2C(N=C(C=C2O)C(F)(F)F)=C1